CNCCC1=CNC2=CC=CC(=C12)OP(=O)(O)O.FC(C1=C(C(=O)NC2=C3C(CC(C3=CC=C2)(C)C)CCC)C=CC=N1)F 2-(difluoromethyl)-N-(1,1-dimethyl-3-propyl-2,3-dihydro-1H-inden-4-yl)nicotinamide [3-[2-(methylamino)ethyl]-1H-indol-4-yl]dihydrogenphosphate